ClC1=NC(=NN2C1=C(C(=C2)C2=C(C(=CC=C2)OC)C)C2=NC=C(C=C2)OCCOC)C=2N(C=CN2)C 4-chloro-6-(3-methoxy-2-methylphenyl)-5-(5-(2-methoxyethoxy)pyridin-2-yl)-2-(1-methyl-1H-imidazol-2-yl)pyrrolo[2,1-f][1,2,4]triazine